ClC1=CC=C(C=C1)C=1C(CCCC1)N1CC2(C1)CCN(CC2)C(=O)OC(C)(C)C tert-Butyl 2-[2-(4-chlorophenyl)cyclohex-2-en-1-yl]-2,7-diazaspiro[3.5]nonane-7-carboxylate